CO[C@@H]1CC[C@H](CC1)C1=NC2=CC=CC=C2C(=C1)C(=O)N [(trans)-4-methoxycyclohexyl]quinoline-4-carboxamide